Cl.BrC=1C=C2C(=NC=NN2C1)C1=CC(=C(C=C1)CN)C (4-(6-bromopyrrolo[2,1-f][1,2,4]triazin-4-yl)-2-methylphenyl)methanamine HCl salt